SCC(CSCCSC(CS)C)SCCS 2-[[3-mercapto-2-(2-mercaptoethylthio)-propylthio]ethylthio]propane-1-thiol